C(C)(C)C1=CC=C(C=C1)C1=C(C=2C=CC3=CC=C(C=4C=CC(=C1)C2C43)N)N (4-isopropylphenyl)pyrene-1,6-diamine